O1CCN(CC1)C1=NC=C(C=N1)C=1C=CC=C(N)C1 5-(2-morpholinopyrimidin-5-yl)aniline